COC(C(C(C[C@@H](C)NC(=O)OCC1=CC=CC=C1)=O)=[N+]=[N-])=O.CC1OC1C 2,3-dimethyl-oxirane methyl-(R)-5-(((benzyloxy)carbonyl)amino)-2-diazo-3-oxohexanoate